2,5-dimethyl-2,5-di(tertiarybutylperoxy)3-hexyne CC(C)(C#CC(C)(OOC(C)(C)C)C)OOC(C)(C)C